1-[3-fluoro-4-[7-(5-methyl-1H-imidazol-2-yl)-1-oxo-2,3-dihydroisoindol-4-yl]phenyl]-3-[3-(trifluoromethyl)phenyl]urea FC=1C=C(C=CC1C1=C2CNC(C2=C(C=C1)C=1NC(=CN1)C)=O)NC(=O)NC1=CC(=CC=C1)C(F)(F)F